C(C1=CC=CC=C1)OC=1C=CC2=C(C(=C(O2)C)C(=O)NC2C[C@H]3COC[C@@H](C2)N3C(=O)OC(C)(C)C)C1 tert-butyl (1R,5S,7r)-7-(5-(benzyloxy)-2-methylbenzofuran-3-carboxamido)-3-oxa-9-azabicyclo[3.3.1]nonane-9-carboxylate